piperidinol Oxide [N+]1(CCCCC1)(O)[O-]